ClCCOCN1C=CC2=C1N=CN=C2N([C@H]2CN(CC[C@H]2C)C(CC#N)=O)C 3-[(3R,4R)-3-[[7-(2-chloroethoxymethyl)pyrrolo[2,3-d]pyrimidin-4-yl]-methyl-amino]-4-methyl-1-piperidyl]-3-oxo-propanenitrile